octadeca-10,13-dienoic acid C(CCCCCCCCC=CCC=CCCCC)(=O)O